O1[C@H](CC1)CO (R)-oxetan-2-yl-methanol